(2S)-2-[[(E)-3-(2,5-dimethoxyphenyl)prop-2-enoyl]amino]-N-[4-(hydroxycarbamoyl)phenyl]-3-(4-hydroxyphenyl)propanamide COC1=C(C=C(C=C1)OC)/C=C/C(=O)N[C@H](C(=O)NC1=CC=C(C=C1)C(NO)=O)CC1=CC=C(C=C1)O